C(#N)C1=C(OC2CCC(CC2)(C(=O)O)C)C=C(C(=C1)F)C(N[C@H]1C2CCC([C@H]1C(NCC1(CCC1)C)=O)CC2)=O |o1:22,27| (1R,4s)-4-(2-Cyano-4-fluoro-5-(((2S*,3R*)-3-(((1-methylcyclobutyl)methyl)carbamoyl)bicyclo[2.2.2]octan-2-yl)carbamoyl)phenoxy)-1-methylcyclohexane-1-carboxylic acid